oxazoxolone O1NOC(C1)=O